S(=O)(=O)([O-])[O-].OCC[P+](C)(C)C.OCC[P+](C)(C)C (Z-hydroxyethyl)trimethylphosphonium sulfate